CC1(CC1)NCOC(=O)C=1C=2N(C=CC1)C=CN2 [(1-methylcyclopropyl)amino]methylimidazo[1,2-a]pyridine-8-carboxylate